C(CCCCCCCCCCCC)C(C(CC(=O)OC1CC(N(C(C1)(C)C)C)(C)C)(C(=O)OC1CC(N(C(C1)(C)C)C)(C)C)CCCCCCCCCCCCC)(CC(=O)[O-])C(=O)[O-] bis(1,2,2,6,6-pentamethyl-4-piperidyl) di(tridecyl)-1,2,3,4-butanetetracarboxylate